FC(F)(F)N1N=CC=C1C trifluoromethyl-5-methyl-1H-pyrazol